3-methyl-1-vinyl-1H-imidazol-3-ium chloride [Cl-].C[N+]1=CN(C=C1)C=C